S(C1=C(C=C(C(=C1)C(C)(C)C)O)C)C1=C(C=C(C(=C1)C(C)(C)C)O)C 4,4'-thiobis(6-tert-butyl-3-(methyl)phenol)